BrC1=CC(=C(C(=C1C=O)F)F)OC 6-bromo-2,3-difluoro-4-methoxybenzaldehyde